CN1N=CC(=C1)NC(=O)[C@@H]1OCCC1 (2R)-N-(1-methyl-1H-pyrazol-4-yl)oxolane-2-carboxamide